amyl-aluminium dihydride C(CCCC)[AlH2]